(2R)-tert-butyl 2-(((2-((2,6-dioxopiperidin-3-yl)oxy)-1-methyl-1H-benzo[d]imidazol-7-yl)oxy)methyl)morpholine-4-carboxylate O=C1NC(CCC1OC1=NC2=C(N1C)C(=CC=C2)OC[C@H]2CN(CCO2)C(=O)OC(C)(C)C)=O